dipentaerythritol dihydrogen phosphate melamine salt N1=C(N)N=C(N)N=C1N.P(=O)(O)(O)OCC(CO)(COCC(CO)(CO)CO)CO